OC1=CC=C(/C=C/C(=O)O)C=C1 Trans-4-hydroxycinnamic acid